(-)-Benzyl 2-(2,4-dioxo-6-(o-tolyl)hexahydrobenzofuran-3a(4H)-yl)acetate O=C1OC2C(C1)(C(CC(C2)C2=C(C=CC=C2)C)=O)CC(=O)OCC2=CC=CC=C2